C(#N)C=P(C)(C)C cyanomethylenetrimethyl-phosphorane